COC1CCC(CC1)C1=NN(C(=C1NS(=O)(=O)C1=CC=C(C=C1)C)C(=O)OCC)C ethyl 3-((1s,4s)-4-methoxycyclohexyl)-1-methyl-4-((4-methylphenyl) sulfonamido)-1H-pyrazole-5-carboxylate